4-normal-nonylphenoxytetraethylene glycol acrylate C(C=C)(=O)O.C(CCCCCCCC)C1=CC=C(OC(COCCOCCOCCO)O)C=C1